6-ethyl-7-hydroxy-1,1-dimethyl-3,4-dihydronaphthalen-2(1H)-one C(C)C=1C=C2CCC(C(C2=CC1O)(C)C)=O